C(C)(=O)C=1C(=NC(=CC1)Cl)N1N=C(C(=C1)C#N)C 1-(3-acetyl-6-chloro-2-pyridinyl)-3-methyl-pyrazole-4-carbonitrile